C(C)(C)(C)C1=CC=C(C=N1)CN1C2CN(CC1C2)C2=CC=C(C=N2)C=2C=1N(C=C(C2)OCC(C)(C)O)N=CC1C#N 4-(6-(6-((6-(tert-butyl)pyridin-3-yl)methyl)-3,6-diazabicyclo[3.1.1]heptan-3-yl)pyridin-3-yl)-6-(2-hydroxy-2-methylpropoxy)pyrazolo[1,5-a]pyridine-3-carbonitrile